C(#N)C1=CC=C(CCN[C@@H]([C@@H]2CNC3=C(O2)N=CC(=C3)C=3C=NN(C3)CC(=O)NC)C3=CC=CC=C3)C=C1 2-(4-((S)-3-((R)-((4-cyanophenethyl)amino)(phenyl)methyl)-2,3-dihydro-1H-pyrido[2,3-b][1,4]oxazin-7-yl)-1H-pyrazol-1-yl)-N-methylacetamide